1-(DIMETHYL-CHLOROSILYL)NONAFLUORO-FLUOROHEXANE C[Si](C(C(C(C(C(C)(F)F)(F)F)(F)F)(F)F)(F)F)(Cl)C